ClC1=C2CC[C@@]3(CCC=4C(=NC(=NC4[C@@H]3F)SC)Cl)C2=CC=C1 |r| rac-(1R,8'R)-4,4'-dichloro-8'-fluoro-2'-(methylthio)-2,3,5',8'-tetrahydro-6'H-spiro[indene-1,7'-quinazoline]